2-ethylhexyl (acrylate) C(C=C)(=O)OCC(CCCC)CC